N-(2,3-dichlorobenzyl)-7-methylene-6,7-dihydro-5H-cyclopenta[b]pyridine-5-carboxamide ClC1=C(CNC(=O)C2CC(C3=NC=CC=C32)=C)C=CC=C1Cl